(S)-5-(Azetidin-2-ylmethoxy)-2-methyl-N-(1-(7-(2-methyloxazol-5-yl)quinolin-5-yl)cyclopropyl)benzamide N1[C@@H](CC1)COC=1C=CC(=C(C(=O)NC2(CC2)C2=C3C=CC=NC3=CC(=C2)C2=CN=C(O2)C)C1)C